trimethyl-ammonium ethyl-acrylate chloride [Cl-].C(C)OC(C=C)=O.C[NH+](C)C